COCC1NC(C2=CC(=CC=C12)C)=O 3-(methoxymethyl)-6-methyl-isoindolin-1-one